(S)-(6-(3-methyl-1H-pyrrolo[2,3-b]pyridin-5-yl)-8-(pyrrolidin-2-yl)-3,4-dihydroisoquinolin-2(1H)-yl)(6-methylpyrimidin-4-yl)methanone CC1=CNC2=NC=C(C=C21)C=2C=C1CCN(CC1=C(C2)[C@H]2NCCC2)C(=O)C2=NC=NC(=C2)C